N1C=CC=2C1=NC=CC2[C@@H](C)OC=2C=C1C(=NNC1=CC2)C=2C=NC(=CC2)N2CC(C2)(F)F (R)-5-(1-(1H-pyrrolo[2,3-b]pyridin-4-yl)ethoxy)-3-(6-(3,3-difluoroazetidin-1-yl)pyridin-3-yl)-1H-indazole